2-[1-[2-(Trifluoromethyl)-4-pyridinyl]azetidin-3-yl]acetic acid FC(C1=NC=CC(=C1)N1CC(C1)CC(=O)O)(F)F